C(C)(C)(C)OC(=O)NCC1=CC(=C(C(=C1)C)NC(=O)C1=CC2=C(OCCC3=C2SC=C3)C=C1C=1C(=NC(=CC1)C(=O)N1[C@@H](CCC1)C1=CC=CC=C1)C(=O)OC)C methyl (S)-3-(9-((4-(((tert-butoxycarbonyl)amino)methyl)-2,6-dimethylphenyl)carbamoyl)-4,5-dihydrobenzo[b]thieno[2,3-d]oxepin-8-yl)-6-(2-phenylpyrrolidine-1-carbonyl)picolinate